N1C=NC(=C1)C1N(CCOC1)C(=O)OC(C)(C)C tert-Butyl 3-(1H-imidazol-4-yl)morpholine-4-carboxylate